N-((R)-1-(3-(difluoromethyl)-2-fluorophenyl)ethyl)-1-(1-(difluoromethyl)cyclopropyl)-4-(((7R,8aS)-octahydroindolizin-7-yl)amino)-6-oxo-1,6-dihydropyridine-3-carboxamide FC(C=1C(=C(C=CC1)[C@@H](C)NC(=O)C1=CN(C(C=C1N[C@@H]1CCN2CCC[C@H]2C1)=O)C1(CC1)C(F)F)F)F